5-fluoro-2-[4-fluoro-3-[8-fluoro-7-(2-hydroxypropan-2-yl)imidazo[1,2-a]pyridin-3-yl]phenyl]benzonitrile FC=1C=CC(=C(C#N)C1)C1=CC(=C(C=C1)F)C1=CN=C2N1C=CC(=C2F)C(C)(C)O